7-ethyl-8-hydroxy-10,10-dimethyl-5-oxo-10,11-dihydro-5H-1,11-diaza-benzo[b]fluorene-2-carbonitrile C(C)C1=CC2=C(C(C=3NC=4N=C(C=CC4C3C2=O)C#N)(C)C)C=C1O